CC1=C(C=CC=C1)C(CCC(=O)C1C(C2=CC=C(C=C2C1=O)C(=O)C=1C=C2C(C(C(C2=CC1)=O)C(CCC(=O)C1=C(C=CC=C1)C)=O)=O)=O)=O 2-[4-(2-methylphenyl)-4-oxobutanoyl]-5-{2-[4-(2-methylphenyl)-4-oxobutanoyl]-1,3-dioxo-2,3-dihydro-1H-indene-5-carbonyl}-2,3-dihydro-1H-indene-1,3-dione